4-fluoro-1-hydroxy-1,3-dihydrobenzo[c][1,2]oxaborole-6-carboxylic acid FC1=CC(=CC=2B(OCC21)O)C(=O)O